N-(2-Chloro-5-methoxyphenyl)-3,3-diethoxypropionamide ClC1=C(C=C(C=C1)OC)NC(CC(OCC)OCC)=O